1,2-bis-diisopropylaminodisilane C(C)(C)N([SiH2][SiH2]N(C(C)C)C(C)C)C(C)C